(2R)-2-methyl-4-oxopyrrolidine-1-carboxylic acid benzyl ester C(C1=CC=CC=C1)OC(=O)N1[C@@H](CC(C1)=O)C